CC1=C(C(=CC(=C1)C)C)C 1,2,3,5-Tetramethylbenzen